N-((1r,4r)-4-((3-(2-chloro-4-phenoxybenzoyl)-1H-pyrrolo[2,3-b]pyridin-4-yl)amino)cyclohexyl)methanesulfonamide ClC1=C(C(=O)C2=CNC3=NC=CC(=C32)NC3CCC(CC3)NS(=O)(=O)C)C=CC(=C1)OC1=CC=CC=C1